ClC1=CC=C(C2=CC=CC=C12)C1=CC=C(C=C1)C1=NC(=NC(=N1)C1=CC=CC=C1)C1=CC=CC=C1 2-(4-(4-chloronaphthalen-1-yl)phenyl)-4,6-diphenyl-1,3,5-triazine